CC1=C(C(=C(C(=C1C(=O)C1=CC=C(C=C1)NC)C)C)NC)C tetramethyl-4,4'-dimethylaminobenzophenone